difluoromethyl trifluoropropyl ether FC(CCOC(F)F)(F)F